Cl.CO[C@H](C)[C@H]1NC2=C(OC1)C(=NC=N2)N2C[C@@H](CC2)N (R)-1-((S)-7-((R)-1-Methoxyethyl)-7,8-dihydro-6H-pyrimido[5,4-b][1,4]oxazin-4-yl)pyrrolidin-3-amine hydrochloride salt